COC1=NC(=NC=C1C=1C=NNC1)N1CC2(C(C1=O)NC1=CC(=CC=C1)OC)CCN(CC2)C(=O)C=2C=NN1C2C=CC=C1 2-(4-methoxy-5-(1H-pyrazol-4-yl)pyrimidin-2-yl)-4-((3-methoxyphenyl)amino)-8-(pyrazolo[1,5-a]pyridine-3-carbonyl)-2,8-diazaspiro[4.5]decan-3-one